(S)-7-((8-(2-(dimethylamino)ethoxy)-6-fluoro-3-iodo-1-methyl-4-carbonyl-1,4-dihydroquinolin-2-yl)methyl)-4-ethyl-4-hydroxy-1,7-dihydro-3H-pyrano[3,4-c]pyridine-3,8(4H)-dione CN(CCOC=1C=C(C=C2C(C(=C(N(C12)C)CN1C(C2=C(C=C1)[C@@](C(OC2)=O)(O)CC)=O)I)=C=O)F)C